N[C@H](C(=O)O)CC=1C=NC(=NC1)OC1=CC=CC=C1 (S)-2-amino-3-(2-phenoxypyrimidin-5-yl)propanoic acid